ClCC(F)F 1-chloro-2,2-difluoroethane